(S)-2-(2-methylazetidin-1-yl)-4-(4-(1-(4-methylpiperazin-1-yl)cyclopropyl)phenyl)-6,7-dihydro-5H-cyclopenta[d]pyrimidine C[C@@H]1N(CC1)C=1N=C(C2=C(N1)CCC2)C2=CC=C(C=C2)C2(CC2)N2CCN(CC2)C